FC=1C=NC(=NC1)[C@]12CC[C@@H](C[C@@H]2C1)OC[C@@H]1N([C@@H](C[C@@H]1NS(=O)(=O)CC(C)C)C)C(=O)OC methyl (2R,3S,5R)-2-((((1S,3S,6R)-6-(5-fluoropyrimidin-2-yl)bicyclo[4.1.0]heptan-3-yl)oxy)methyl)-5-methyl-3-((2-methylpropyl)sulfonamido)pyrrolidine-1-carboxylate